C12CN(CC2C1)C1=NC2=C(C=C(C=C2C(N1C)=O)C1CC1)C(C)NC1=C(C(=O)O)C=CC=C1 2-((1-(2-(3-azabicyclo[3.1.0]hexan-3-yl)-6-cyclopropyl-3-methyl-4-oxo-3,4-dihydro-quinazolin-8-yl)ethyl)amino)benzoic acid